(R)-3-((5-chloro-1H-indol-2-yl)methyl)-1-methyl-1-(1-(2-(pyridin-3-yl)acetyl)piperidin-3-yl)urea ClC=1C=C2C=C(NC2=CC1)CNC(N([C@H]1CN(CCC1)C(CC=1C=NC=CC1)=O)C)=O